methyl-1,1':4',1''-terphenyl CC1=C(C=CC=C1)C1=CC=C(C=C1)C1=CC=CC=C1